2-(3-chloro-5-fluoro-phenyl)-N-[(1S)-4-hydroxy-1-[[(1S)-4,4,4-trifluoro-1-[hydroxy(thiazol-2-yl)methyl]butyl]carbamoyl]pentyl]oxazole-5-carboxamide ClC=1C=C(C=C(C1)F)C=1OC(=CN1)C(=O)N[C@@H](CCC(C)O)C(N[C@@H](CCC(F)(F)F)C(C=1SC=CN1)O)=O